NC(CN1C(OC(C1)C(=O)N1CCN(CC1)C1=NC=C(C=N1)C(F)(F)F)=O)C 3-(2-aminopropyl)-5-(4-(5-(trifluoromethyl)pyrimidin-2-yl)piperazine-1-carbonyl)oxazolidin-2-one